5-chloro-3-methyl-2-(5-methyl-8-((R)-1-methylpiperidin-3-yl)-5,6,7,8-tetrahydropyrido[2,3-c]pyridazin-3-yl)phenol ClC=1C=C(C(=C(C1)O)C1=CC2=C(N=N1)N(CCC2C)[C@H]2CN(CCC2)C)C